NC=1C=C(C=C2C=C(N=CC12)NC(=O)[C@H]1[C@@H](C1)C#N)C1=C(C=NC=C1)C trans-N-[8-amino-6-(3-methyl-4-pyridinyl)-3-isoquinolinyl]-2-cyano-cyclopropanecarboxamide